[I-].FC1=[N+](C=CC(=C1)C=1C2=CC=CC=C2C(=C2C=CC=CC12)C1=CC=CC=C1)C 2-Fluoro-1-methyl-4-(10-phenylanthracen-9-yl)pyridin-1-ium iodide